[Zn].[Cu].[Ag].[Sn].C(C)C1=C(C=C(C(=C1)O)F)C1=CC=C2C(=NNC2=C1)C=1NC=C(N1)CC(C)S(=O)(=O)N ((2-(6-(2-ethyl-5-fluoro-4-hydroxyphenyl)-1H-indazol-3-yl)-1H-imidazol-4-yl)methyl)ethanesulfonamide tin-silver-copper-zinc